(S)-2-((5-chloro-2-((2-(difluoro-methoxy)-4-(3,4-dimethylpiperazin-1-yl)phenyl)amino)pyrimidin-4-yl)amino)thiophene-3-carboxamide ClC=1C(=NC(=NC1)NC1=C(C=C(C=C1)N1C[C@@H](N(CC1)C)C)OC(F)F)NC=1SC=CC1C(=O)N